3-(5-((4-(2,3-dichlorophenyl)-3,6-dihydropyridin-1(2H)-yl)methyl)-1-oxoisoindolin-2-yl)piperidine-2,6-dione ClC1=C(C=CC=C1Cl)C=1CCN(CC1)CC=1C=C2CN(C(C2=CC1)=O)C1C(NC(CC1)=O)=O